4-chlorobenzyl (4-(1-(N-methylpyrrolidine-1-carboxamido)ethyl)phenyl)carbamate CN(C(=O)N1CCCC1)C(C)C1=CC=C(C=C1)NC(OCC1=CC=C(C=C1)Cl)=O